ClC1=CC=CC(=N1)C1=NC(=NC(=N1)NCC(C)C)NCC(C)C 6-(6-chloropyridin-2-yl)-N2,N4-diisobutyl-1,3,5-triazine-2,4-diamine